N[C@]1(CN(CCC1)C=1C(=CC(=NC1)C1=CC(=C(C=C1)F)F)CN1C2=NC=NC(=C2N=C1)N)COC1CCC1 (R)-9-((5-(3-amino-3-(cyclobutoxymethyl)piperidin-1-yl)-2-(3,4-difluorophenyl)pyridin-4-yl)methyl)-9H-purin-6-amine